COC=1N=CC(=NC1)N[C@H](C(=O)O)CCN(CCCCC1=NC=2NCCCC2C=C1)CCOC1=NC=CC=C1 (S)-2-((5-methoxypyrazin-2-yl)amino)-4-((2-(pyridin-2-yloxy)ethyl)(4-(5,6,7,8-tetrahydro-1,8-naphthyridin-2-yl)butyl)amino)butanoic acid